9,10-difluoro-6-({[(3S)-1-{6-[(cyclopropylmethyl)amino]pyridine-3-yl}hexahydropyridin-3-yl]amino}methyl)-3,7-dihydro-2H-[1,4]thiazino[2,3,4-ij]quinolin-7-one FC=1C=C2C(C(=CN3C2=C(C1F)SCC3)CN[C@@H]3CN(CCC3)C=3C=NC(=CC3)NCC3CC3)=O